4-((1S)-1-(2-((4-methoxybenzyl)oxy)-3-methylbutanamido)ethyl)benzoic acid COC1=CC=C(COC(C(=O)N[C@@H](C)C2=CC=C(C(=O)O)C=C2)C(C)C)C=C1